5-((4-(azetidin-3-yl)piperazin-1-yl)methyl)-2-(2,6-dioxopiperidin-3-yl)isoindoline N1CC(C1)N1CCN(CC1)CC=1C=C2CN(CC2=CC1)C1C(NC(CC1)=O)=O